adipamide-d C(CCCCC(=O)N[2H])(=O)N